6-(4-methoxybenzyl)-3-(3,5-difluorobenzyl)-1,2,3,4,6,8,9,10-octahydro-5H-pyrido[3,4-e]pyrimido[1,2-a]pyrimidin-5-one COC1=CC=C(CN2C=3N(C4=C(C2=O)CN(CC4)CC4=CC(=CC(=C4)F)F)CCCN3)C=C1